FC(C(=O)O)(F)F.C(#N)C=1N(C2=CC=C(C(=C2C1)C)CN1CCC2(CN(C2)C2=NC=NC3=CC=C(C=C23)CC(F)(F)F)CC1)CC12CC(C1)(C2)NS(N)(=O)=O 4-[7-[[2-cyano-4-methyl-1-[[3-(sulfamoylamino)-1-bicyclo[1.1.1]pentanyl]methyl]indol-5-yl]methyl]-2,7-diazaspiro[3.5]nonan-2-yl]-6-(2,2,2-trifluoroethyl)quinazoline trifluoroacetate